BrCCC1=CC=C(C=C1)C 1-(2-bromoethyl)-4-methylbenzene